4-((3-chloro-4-((3-fluorobenzyl)oxy) phenyl)amino)-6-nitroquinazolin-7-yl trifluoromethanesulfonate FC(S(=O)(=O)OC1=C(C=C2C(=NC=NC2=C1)NC1=CC(=C(C=C1)OCC1=CC(=CC=C1)F)Cl)[N+](=O)[O-])(F)F